[Sn].P1(OCCCCO1)=O.C(CN)N ethylenediamine tetramethylene phosphonate tin